Nalpha-methyl-L-phenylalanine CN[C@@H](CC1=CC=CC=C1)C(=O)O